N-[7-benzyloxy-5-fluoro-6-(1,1,4-trioxo-1,2,5-thiadiazolidin-2-yl)-2-naphthyl]-3-[4-[1-(2,6-dioxo-3-piperidyl)-3-methyl-2-oxo-benzimidazol-5-yl]-1-piperidyl]cyclobutanecarboxamide C(C1=CC=CC=C1)OC1=C(C(=C2C=CC(=CC2=C1)NC(=O)C1CC(C1)N1CCC(CC1)C1=CC2=C(N(C(N2C)=O)C2C(NC(CC2)=O)=O)C=C1)F)N1S(NC(C1)=O)(=O)=O